9-Ethyl-8-(4-ethyl-piperazin-1-yl)-6,6-dimethyl-11-oxo-6,11-dihydro-5H-benzo[b]carbazole-3-carbonitrile C(C)C1=CC2=C(C(C=3NC4=CC(=CC=C4C3C2=O)C#N)(C)C)C=C1N1CCN(CC1)CC